C(#N)C1=CN=C(S1)N1N=CN=C1[C@H](C)NC(=O)C=1C=C(C=C2C(=NNC12)C1CC1)C(F)(F)F N-[(1S)-1-[2-(5-cyanothiazol-2-yl)-1,2,4-triazol-3-yl]ethyl]-3-cyclopropyl-5-(trifluoromethyl)-1H-indazole-7-carboxamide